terbium-gallium [Ga].[Tb]